[N-](S(=O)(=O)C(F)(F)F)S(=O)(=O)C(F)(F)F.C(C=C)N1C=[N+](C=C1)C 1-allyl-3-methylimidazolium bis(trifluoromethanesulfonyl)imide